C1(CCCCC1)OC(=O)C1C2C3C4C=CC(C3C(C1)C2)C4 8-cyclohexyloxycarbonyltetracyclo[4.4.0.12,5.17,10]dodec-3-ene